C(N)(=N)C=1C=C(C=CC1)CNC(=O)[C@H]1N(CC2(OCCO2)C1)C(CNC(=O)C1=CC=C(C=C1)OC1=CC=CC=C1)=O (8S)-N-[(3-Carbamimidoylphenyl)methyl]-7-{2-[(4-phenoxyphenyl)formamido]acetyl}-1,4-dioxa-7-azaspiro[4.4]nonane-8-carboxamide